aminotriazole cerium [Ce].NC=1N=NNC1